ClC1=CC(=C(C=C1)C1=C2C=CC(=NC2=CC(=N1)N1C[C@@H](OCC1)C1=CC(=NC=C1)OC)C)F 5-(4-chloro-2-fluorophenyl)-7-((2S)-2-(2-methoxy-4-pyridinyl)-4-morpholinyl)-2-methyl-1,6-naphthyridine